CC=1C(=C2C(=NC1C(F)(F)F)CCC2)NC(=O)N=[S@@](=O)(N)C2=CN=C(S2)C(F)(F)F (S)-N'-((3-methyl-2-(trifluoromethyl)-6,7-dihydro-5H-cyclopenta[b]pyridin-4-yl)carbamoyl)-2-(trifluoromethyl)thiazole-5-sulfonimidamide